Lithium Ytterbium [Yb].[Li]